C(C1=CC=CC=C1)OC(=O)N1CCC(=CC1)B1OC(C(O1)(C)C)(C)C 4-(4,4,5,5-tetramethyl-[1,3,2]dioxaborolan-2-yl)-3,6-dihydro-2H-pyridine-1-carboxylic acid benzyl ester